NC=1NC(=C(C(N1)=O)CCO)C 2-amino-5-(2-hydroxyethyl)-6-methyl-4[1h]-pyrimidinone